N-α-carbonylbenzyloxy-glutamic acid methyl ester COC([C@@H](NOC(C1=CC=CC=C1)=C=O)CCC(=O)O)=O